(S)-4-((1-methyl-1H-pyrazol-4-yl)methyl-d2)-N-(1-methylcyclopropyl)-5-oxo-1-((pyridin-2-yloxy)methyl)-1,2,4,5-tetrahydroimidazo[1,2-a]quinazoline-7-sulfonamide CN1N=CC(=C1)C(N1C=2N(C3=CC=C(C=C3C1=O)S(=O)(=O)NC1(CC1)C)[C@@H](CN2)COC2=NC=CC=C2)([2H])[2H]